7-Hydroxy-docosanoic acid OC(CCCCCC(=O)O)CCCCCCCCCCCCCCC